C(N)(OC(CC1CC(C1)OC1=CC=C(C=C1)C(C)(C)C1=CC=C(C=C1)OC=1N=NC(=CC1)C=O)(C)C)=O ((1r,3r)-3-(4-(2-(4-((6-formylpyridazin-3-yl)oxy)phenyl)propan-2-yl)phenoxy)cyclobutyl)tert-butyl carbamate